4,6-di-tert-butylcatechol C(C)(C)(C)C=1C=C(C(O)=C(C1)C(C)(C)C)O